2-chloro-2,3-dimethylbutane ClC(C)(C(C)C)C